N1=CC=CC2=C(N=CC=C12)N[C@H]1C[C@H](CCC1)NC(OC(C)(C)C)=O tert-butyl ((1S,3R)-3-((1,6-naphthyridin-5-yl)amino)cyclohexyl)carbamate